NC1=C(C(=NN1[C@@H]1C[C@H](CCC1)NC)C1=CC=C(C=C1)CNC(C1=C(C=CC(=C1)F)OC)=O)C(=O)N trans-5-amino-3-(4-((5-fluoro-2-methoxybenzamido)methyl)phenyl)-1-(3-(methylamino)cyclohexyl)-1H-pyrazole-4-carboxamide